tert-butyl (1-(fluorosulfonyl)piperidin-4-yl)carbamate FS(=O)(=O)N1CCC(CC1)NC(OC(C)(C)C)=O